1-cyclopropyl-4,4-difluoropent-1-yn C1(CC1)C#CCC(C)(F)F